O1C(=NC2=C1C=CC=C2)C2=C(C=CC=C2)O 2-(benzo[d]oxazol-2-yl)-phenol